C12=CC=C(N1)C=C1C=CC(=N1)C=C1C=CC(N1)=CC=1C=CC(N1)=C2.[Se] selenium porphyrin